C=CCCCCCCCCCCCCCC hexadec-1-ene